C(CCC)OC1=CC=C(C=C1)S(=O)(=O)NCCCN1CCC(CC1)CC1=CC(=CC=C1)Cl 4-butoxy-N-(3-(4-(3-chlorobenzyl)piperidin-1-yl)propyl)benzenesulfonamide